(2-(3-bromophenyl)-2,3-dihydrobenzofuran-5-yl)methanol BrC=1C=C(C=CC1)C1OC2=C(C1)C=C(C=C2)CO